ClC1=C2C=C(C=NC2=CC=C1)C1=NN(C(=C1C(=O)N)C(F)(F)F)C1=C2C=CNC(C2=CC=C1)=O (5-chloroquinolin-3-yl)-1-(1-oxo-1,2-dihydroisoquinolin-5-yl)-5-trifluoromethyl-1H-pyrazole-4-carboxamide